2,5-dioxopyrrolidin-1-yl 3-(dodecyldisulfanyl)propanoate C(CCCCCCCCCCC)SSCCC(=O)ON1C(CCC1=O)=O